N1N=NC2=C1C=NN=N2 Triazolotriazin